(1s,4s)-4-((5-(1-(Difluoromethyl)-1H-pyrazol-3-yl)-2-((2-(3-methyl-1-(2,2,2-trifluoroethyl)-1H-pyrazol-4-yl)pyridin-4-yl)amino)pyrimidin-4-yl)amino)-1-methylcyclohexan-1-ol FC(N1N=C(C=C1)C=1C(=NC(=NC1)NC1=CC(=NC=C1)C=1C(=NN(C1)CC(F)(F)F)C)NC1CCC(CC1)(O)C)F